NCCC=1C=CC=C2C=CN(C12)C(=O)OC(C)(C)C tert-butyl 7-(2-aminoethyl)-1H-indole-1-carboxylate